1-((2-(bicyclo[1.1.1]pentan-1-ylamino)pyridin-4-yl)methyl)-3-(4-(tert-butyl)phenyl)-5,5-dimethylimidazolidine-2,4-dione C12(CC(C1)C2)NC2=NC=CC(=C2)CN2C(N(C(C2(C)C)=O)C2=CC=C(C=C2)C(C)(C)C)=O